octadecenylamino-sulfanylpropanoic acid C(=CCCCCCCCCCCCCCCCC)NC(C(=O)O)(C)S